ClCC(=O)NC1=C(C=CC(=C1)C#N)C(C)OC 2-chloro-N-(5-cyano-2-(1-methoxyethyl)phenyl)acetamide